isopropyl ((R)-(((S)-1-(4-amino-2-(ethoxymethyl)-1H-imidazo[4,5-c]quinolin-1-yl) propan-2-yl) oxy) (phenoxy) phosphoryl)-L-alaninate NC1=NC=2C=CC=CC2C2=C1N=C(N2C[C@H](C)O[P@@](=O)(OC2=CC=CC=C2)N[C@@H](C)C(=O)OC(C)C)COCC